C(CC)C1=C(C(=O)O)C=C(C(=C1O)O)O.C(C1=CC(O)=C(O)C(O)=C1)(=O)O gallate (propyl 3,4,5-trihydroxybenzoate)